6-(4-aminophenyl)-4,5-dihydro-5-methyl-3(2H)-pyridazinone NC1=CC=C(C=C1)C=1C(CC(NN1)=O)C